4-methoxy-3,3-dimethyl-4-oxobutyric acid COC(C(CC(=O)O)(C)C)=O